C1CC(C1)O 3-Cyclobutanol